N\C(=C(/C(=O)OCC)\C)\C(F)(F)F ethyl (Z)-3-amino-4,4,4-trifluoro-2-methyl-but-2-enoate